FC=1C=C(C=CC1N1C(C(CCC1)NC(=O)NC1=CC=C(C=C1)C(F)(F)F)=O)C1=C(C=CC=C1)S(=O)(=O)C (1-(3-fluoro-2'-(methylsulfonyl)-[1,1'-biphenyl]-4-yl)-2-oxopiperidin-3-yl)-3-(4-(trifluoromethyl)phenyl)urea